C(C)(C)(C)OC(=O)C=1C=CC2=C(N(C(=N2)CN2CCC(CC2)C2=NC(=CC=C2)OCC2=C(C=C3C=NN(C3=C2)C2COC2)F)C[C@H]2OCC2)C1 (S)-2-((4-(6-((5-Fluoro-1-(oxetan-3-yl)-1H-indazol-6-yl)methoxy)pyridin-2-yl)Piperidin-1-yl)methyl)-1-(oxetan-2-ylmethyl)-1H-benzo[d]imidazole-6-carboxylic acid tert-butyl ester